COCCOC(C1=CC=CC=C1)=O 2-Methoxy-ethylbenzoat